3-((S)-2-(2-((2-fluorophenyl)amino)-2-oxoacetamido)-4-methylpentanamido)-2-oxo-4-((S)-2-oxopyrrolidin-3-yl)butyl isopropyl carbonate C(OCC(C(C[C@H]1C(NCC1)=O)NC([C@H](CC(C)C)NC(C(=O)NC1=C(C=CC=C1)F)=O)=O)=O)(OC(C)C)=O